C(N)(OC=1C=CC=2N(N1)C(=C(N2)C(C)(C)C)C(C)(C)C)=O bis-tert-butylimidazo[1,2-B]pyridazin-6-yl carbamate